COC=1C(=NC=CC1)[C@H]1[C@@H](O[C@@]([C@H]1C)(C(F)(F)F)C)C(=O)NC1=CC(=NC=C1)C(=O)N (2R,3S,4S,5S)-4-[[3-(3-Methoxy-2-pyridyl)-4,5-dimethyl-5-(trifluoromethyl)tetrahydrofuran-2-carbonyl]amino]pyridin-2-carboxamid